(5-(4-((1-propenoylpiperidin-4-yl)amino)pyrido[3,2-d]pyrimidin-6-yl)-2-chloropyridin-3-yl)-2,4-difluorobenzenesulfonamide C(C=C)(=O)N1CCC(CC1)NC=1C2=C(N=CN1)C=CC(=N2)C=2C=C(C(=NC2)Cl)C=2C(=C(C=CC2F)S(=O)(=O)N)F